CC1(CO1)C 2,2-dimethyl ethylene oxide